COC1=C(CN(S(=O)(=O)C2=C(C=C(C=C2)N(C(OC(C)(C)C)=O)CC=2N=C3N(C=C(C=C3)C3CC3)C2)[N+](=O)[O-])CC2=C(C=C(C=C2)OC)OC)C=CC(=C1)OC tert-butyl (4-(N,N-bis(2,4-dimethoxybenzyl)sulfamoyl)-3-nitrophenyl)((6-cyclopropylimidazo[1,2-a]pyridin-2-yl)methyl)carbamate